3-(difluoromethyl)-1H-pyrazol FC(C1=NNC=C1)F